1-[1,2-bis[(Z)-octadec-9-enoxy]ethyl]tridecyl N-[2-[2-[2-[2-[tertbutyl(diphenyl)silyl]oxyethoxy]ethoxy]ethoxy]ethyl]carbamate C(C)(C)(C)[Si](OCCOCCOCCOCCNC(OC(CCCCCCCCCCCC)C(COCCCCCCCC\C=C/CCCCCCCC)OCCCCCCCC\C=C/CCCCCCCC)=O)(C1=CC=CC=C1)C1=CC=CC=C1